2-methyl-2-((6-(3-(oxazol-2-yl)propyl)pyridin-3-yl)amino)propionitrile CC(C#N)(C)NC=1C=NC(=CC1)CCCC=1OC=CN1